tert-butyl (7Z)-2-methoxy-7-{[(R)-2-methylpropane-2-sulfinyl] imino}-5,7-dihydrospiro[cyclopenta[b]pyridine-6,4'-piperidine]-1'-carboxylate COC1=CC=C2C(=N1)\C(\C1(CCN(CC1)C(=O)OC(C)(C)C)C2)=N/[S@](=O)C(C)(C)C